[N+](=O)([O-])C=1C=C(C=CC1C1=CC=CC=C1)SC 3-nitro-4-phenylthioanisole